3-(5-(3-(6-methoxynaphthalen-2-yl)isoxazol-5-yl)-1-oxoisoindolin-2-yl)piperidine-2,6-dione COC=1C=C2C=CC(=CC2=CC1)C1=NOC(=C1)C=1C=C2CN(C(C2=CC1)=O)C1C(NC(CC1)=O)=O